1-((2-(3-(3-((4-methyl-4H-1,2,4-triazol-3-yl)methyl)oxetan-3-yl)phenyl)-3-oxo-7-(trifluoromethyl)isoindolin-5-yl)methyl)piperidine-4-carbonitrile CN1C(=NN=C1)CC1(COC1)C=1C=C(C=CC1)N1CC2=C(C=C(C=C2C1=O)CN1CCC(CC1)C#N)C(F)(F)F